ClC=1C=C2C(=NC(=NC2=C(C1C1=C2C(=NNC2=CC=C1C)F)OC1CC1)OC[C@H]1N(CCC1)C)N1CCN(CC1)C(=O)OC(C)(C)C tert-butyl 4-(6-chloro-8-cyclopropoxy-7-(3-fluoro-5-methyl-1H-indazol-4-yl)-2-((((S)-1-methylpyrrolidin-2-yl))methoxy)quinazolin-4-yl)piperazin-1-carboxylate